FC(C1OCCC1)F difluoro(tetrahydrofuran-2-yl)methane